The molecule is a salicylanilide derivative with chloride substituents at C-3 and C-5 of the salicylate moiety and at C-3 and C-4 of the anilide moiety. It has a role as a drug allergen. It is a member of salicylanilides and a dichlorobenzene. It derives from a salicylanilide. C1=CC(=C(C=C1NC(=O)C2=C(C(=CC(=C2)Cl)Cl)O)Cl)Cl